1-(2-nitrophenyl)-1H-pyrazol-3-amine [N+](=O)([O-])C1=C(C=CC=C1)N1N=C(C=C1)N